NC=1C2=C(N=CN1)C(=NC(=C2)N(C)[C@@H](C)CC)C=2C(=C(C=CC2C)O)C 3-(4-amino-6-(((S)-sec-butyl)(methyl)amino)pyrido[3,4-d]pyrimidin-8-yl)-2,4-dimethylphenol